FC(OC1=NC(=CC=C1NC(=O)C1(CN(C1)C(C[C@@](C(=O)O)(C)O)=O)C1=C(C=CC=C1)C(C)C)C)F (R)-4-(3-((2-(difluoromethoxy)-6-methylpyridin-3-yl)carbamoyl)-3-(2-isopropylphenyl)azetidin-1-yl)-2-hydroxy-2-methyl-4-oxobutanoic acid